ClC=1C=CC(=C(C1)[C@H]1C[C@H](C1)NC(=O)C=1N=NN(C1)[C@@H](C)C=1C=C2C(N(C=NC2=CC1)C)=O)C#N N-((cis)-3-(5-Chloro-2-cyanophenyl)cyclobutyl)-1-((S)-1-(3-methyl-4-oxo-3,4-dihydroquinazolin-6-yl)ethyl)-1H-1,2,3-triazole-4-carboxamide